ClC1=NC(=C(C(=N1)N1CCC(CCC1)(F)F)C(=O)OC)C methyl 2-chloro-4-(4,4-difluoroazepan-1-yl)-6-methylpyrimidine-5-carboxylate